2-(1-ethyl-3-methyl-1H-pyrazole-5-carboxamido)-1-(3-(1-ethyl-3-methyl-1H-pyrazole-5-Carboxamido)propyl)-1H-benzo[d]imidazole-5-carboxamide C(C)N1N=C(C=C1C(=O)NC1=NC2=C(N1CCCNC(=O)C1=CC(=NN1CC)C)C=CC(=C2)C(=O)N)C